3'-methyl-2'-(1-oxo-3,4,5,6,7,8-hexahydrobenzo[4,5]thieno[2,3-c]pyridin-2(1H)-yl)-[2,4'-bipyridine]-5-carboxamide CC=1C(=NC=CC1C1=NC=C(C=C1)C(=O)N)N1C(C2=C(CC1)C1=C(S2)CCCC1)=O